CC1=CC=C(C=C1)S(=O)(=O)OCC1=CC(=NO1)C(F)(F)F [3-(trifluoromethyl)-1,2-oxazol-5-yl]methyl 4-methylbenzenesulfonate